N-(1-(2-fluoro-5-(trifluoromethyl)benzyl)-1H-indol-5-yl)acrylamide FC1=C(CN2C=CC3=CC(=CC=C23)NC(C=C)=O)C=C(C=C1)C(F)(F)F